C1=CC=CC=2C3=CC=CC=C3N(C12)C=1C=C(C=CC1)N1C2=CC=CC=C2C=2C=C(C=CC12)C#N 9-(3-(9H-carbazole-9-yl)phenyl)-9H-carbazole-3-nitrile